[K].[K].S(=O)(=O)(O)C(CC)C=1NC2=CC(=CC=C2C1)C(=O)O 1-sulfopropyl-6-indolecarboxylic acid dipotassium